OCCC=1C(=NC(=CC1)N1C=NC2=C1C=C(C(=C2)NC=2N=NC(=CC2)C)OC2CNCC2)N2N=C(C=C2C)C#N 1-[3-(hydroxyethyl)-6-[5-[(6-methylpyridazin-3-yl)amino]-6-pyrrolidin-3-yloxy-benzimidazol-1-yl]-2-pyridyl]-5-methyl-pyrazole-3-carbonitrile